C(C)C1=C2C(=CC(=CC2=CC=C1F)O)C=1N=C2C3=C(N=C(C(=C3C1F)C)C)N1[C@H]([C@@H](O2)C)[C@@H]2CC[C@H](C1)N2 5-ethyl-6-fluoro-4-((5S,5aS,6S,9R)-1-fluoro-5,13,14-trimethyl-5a,6,7,8,9,10-hexahydro-5H-6,9-epiminoazepino[2',1':3,4][1,4]oxazepino[5,6,7-ij][2,7]naphthyridin-2-yl)naphthalen-2-ol